1-(4-(1H-pyrazol-1-yl)benzyl)-1-(4-methoxybenzyl)urea N1(N=CC=C1)C1=CC=C(CN(C(=O)N)CC2=CC=C(C=C2)OC)C=C1